8-(1-Cyclopropyl-1H-indazol-4-yl)-1-ethyl-7-fluoro-4,4,9-trimethyl-5H-[1,2,4]triazolo[4,3-a]quinoxaline C1(CC1)N1N=CC2=C(C=CC=C12)C1=C(C=C2NC(C=3N(C2=C1C)C(=NN3)CC)(C)C)F